methyl 3-(9-((4-(aminomethyl)-2-(methoxycarbonyl)phenyl)carbamoyl)-4,5-dihydrobenzo[b]thieno[2,3-d]oxepin-8-yl)-6-(propylcarbamoyl)picolinate NCC1=CC(=C(C=C1)NC(=O)C1=CC2=C(OCCC3=C2SC=C3)C=C1C=1C(=NC(=CC1)C(NCCC)=O)C(=O)OC)C(=O)OC